(S)-quinuclidin-3-yl((R)-6-fluoro-5-(3-fluoro-4-isopropoxyphenyl)-2,2-dimethyl-2,3-dihydro-1H-inden-1-yl) carbamate C(N)(O[C@@]1(C(CC2=CC(=C(C=C12)F)C1=CC(=C(C=C1)OC(C)C)F)(C)C)[C@@H]1CN2CCC1CC2)=O